S(C1=C(C=C(C(=C1)C(C)(C)CC)O)C(C)(C)CC)C1=C(C=C(C(=C1)C(C)(C)CC)O)C(C)(C)CC 4,4'-thiobis(3,6-Di-t-amylphenol)